CCCCCC1=CC(=C2[C@@H]3C=C(CC[C@H]3C(OC2=C1)(C)C)C)O (-)-(6aR,10aR)-6,6,9-trimethyl-3-pentyl-6a,7,8,10a-tetrahydro-6H-benzo[C]chromen-1-ol